ClC=1C=C2C(=CN1)O[C@]1(CN([C@H](C1)C)CC1=C(N=C(S1)NC(C)=O)F)C2 N-(5-(((2R,5'S)-5-Chloro-5'-methyl-3H-spiro[furo[2,3-c]pyridine-2,3'-pyrrolidin]-1'-yl)methyl)-4-fluorothiazol-2-yl)acetamide